[Si](C1=CC=CC=C1)(C1=CC=CC=C1)(C(C)(C)C)OCC1=CN=C(O1)C=O 5-(((tert-butyldiphenylsilyl)oxy)methyl)oxazole-2-carbaldehyde